C(C1=NN=NN1CCCCCC[Si](OC)(OC)OC)C1=NN=NN1CCCCCC[Si](OC)(OC)OC 5,5'-methylenebis{1-[6-(trimethoxysilyl)hexyl]-1,2,3,4-tetrazole}